ClCC(=O)N1CCCC2=CC(=CC=C12)OCC(=O)O 2-{[1-(2-chloroacetyl)-1,2,3,4-tetrahydroquinolin-6-yl]oxy}acetic acid